(E)-N-(8-(methylamino)-5-(4-morpholinylstyryl)-2,7-naphthyridin-3-yl)cyclopropanecarboxamide CNC=1N=CC(=C2C=C(N=CC12)NC(=O)C1CC1)\C=C\C1=CC=C(C=C1)N1CCOCC1